cis-3-(cyanoamino)-N-(1-phenyl-1H-pyrazol-3-yl)cyclobutane-1-carboxamide C(#N)N[C@H]1C[C@H](C1)C(=O)NC1=NN(C=C1)C1=CC=CC=C1